C(C1=CC=CC=C1)N1N(C(C2=CC=C(C=C12)C(=O)N)=O)C1C(NC(CC1)=O)=O benzyl-2-(2,6-dioxopiperidin-3-yl)-3-oxo-2,3-dihydro-1H-indazole-6-carboxamide